3-methyl-1-(4-(piperidin-4-yl)phenyl)butan-1-one CC(CC(=O)C1=CC=C(C=C1)C1CCNCC1)C